OCC=1C(=NC(=NC1)SC)NC1CC2(CN(C2)C(=O)OC(C)(C)C)C1 tert-butyl 6-((5-(hydroxymethyl)-2-(methylthio) pyrimidin-4-yl) amino)-2-azaspiro[3.3]heptane-2-carboxylate